2-([2,2'-Bipyridyl]-6-ylamino)-N-(3,5-difluorobenzyl)thiazole-5-carboxamide N1=C(C=CC=C1NC=1SC(=CN1)C(=O)NCC1=CC(=CC(=C1)F)F)C1=NC=CC=C1